p-Sulfanilic acid C1=CC(=CC=C1N)S(=O)(=O)O